nickel-iron sulfamate S(N)([O-])(=O)=O.[Fe+2].[Ni+2].S(N)([O-])(=O)=O.S(N)([O-])(=O)=O.S(N)([O-])(=O)=O